C(C)(C)(C)C1=C(C=C(C=C1)NC(C(C1CCOCC1)NC(OC(C)(C)C)=O)=O)Cl tert-butyl (2-((4-(tert-butyl)-3-chlorophenyl)amino)-2-oxo-1-(tetrahydro-2H-pyran-4-yl)ethyl)carbamate